C(C)OC1=CC(=C(C(=N1)C(C)C)NC(=O)NS(=O)(=O)C=1C=NN2C1OCCC2)C(C)C N-((6-ethoxy-2,4-diisopropylpyridin-3-yl)carbamoyl)-6,7-dihydro-5H-pyrazolo[5,1-b][1,3]oxazine-3-sulfonamide